C1(CC1)C#C[C@@]1(NC(NC2=CC(=C(C=C12)F)CN1N=C(C=C1)CCO)=O)C(C)(F)F (S)-4-(cyclopropylethynyl)-4-(1,1-difluoroethyl)-6-fluoro-7-((3-(2-hydroxyethyl)-1H-pyrazol-1-yl)methyl)-3,4-dihydroquinazolin-2(1H)-one